hexa(4-methoxyphenoxy)cyclotriphosphazene COC1=CC=C(OP2(=NP(=NP(=N2)(OC2=CC=C(C=C2)OC)OC2=CC=C(C=C2)OC)(OC2=CC=C(C=C2)OC)OC2=CC=C(C=C2)OC)OC2=CC=C(C=C2)OC)C=C1